C(C)(C)(C)OC(NCC1=CC=C(C=C1)NC=1C(=NC(=CC1)C1=CC=CC=2OCC(OC21)CNC(=O)C2CCOCC2)OC)=O {4-[2-methoxy-6-(3-{[(tetrahydro-pyran-4-carbonyl)-amino]-methyl}-2,3-dihydro-benzo[1,4]dioxin-5-yl)-pyridin-3-ylamino]-benzyl}-carbamic acid tert-butyl ester